C(CCCCC)C1=CC=C(C=C1[O-])O 6-hexyl-3-hydroxyphenolate